octamethylsilanetetramine CN([Si](N(C)C)(N(C)C)N(C)C)C